1-(3,5-difluorophenyl)-3-methyl-2-oxo-azetidine FC=1C=C(C=C(C1)F)N1C(C(C1)C)=O